2-methacrylamidophenyl-boronic acid C(C(=C)C)(=O)NC1=C(C=CC=C1)B(O)O